ClC=1C(=CC(=NC1)NC(=O)C1CC(C1)O)C=1C=NN2C1CCCC2 N-(5-chloro-4-(4,5,6,7-tetrahydropyrazolo[1,5-a]pyridin-3-yl)pyridin-2-yl)-3-hydroxycyclobutanecarboxamide